2-amino-1-(2-(2-fluoro-4-methylphenyl)-3-((4-fluorophenyl)amino)-8,8-dimethyl-5,6-dihydroimidazo[1,2-a]pyrazin-7(8H)-yl)ethan-1-one NCC(=O)N1C(C=2N(CC1)C(=C(N2)C2=C(C=C(C=C2)C)F)NC2=CC=C(C=C2)F)(C)C